3-fluoro-2-bromo-4-methylphenol FC=1C(=C(C=CC1C)O)Br